C1(=C(C)C(C)=CC=C1)C(=O)O hemellitic acid